(R)-tert-butyl 4-(1-aminoethyl)-4-hydroxypiperidine-1-carboxylate N[C@H](C)C1(CCN(CC1)C(=O)OC(C)(C)C)O